N-(5-benzyl-1,3,4-thiadiazol-2-yl)-2-methylnicotinamide C(C1=CC=CC=C1)C1=NN=C(S1)NC(C1=C(N=CC=C1)C)=O